4-(1-(2,2-difluoroethyl)-2-(trifluoromethyl)-1H-benzimidazol-4-yl)-N-((3R)-tetrahydro-2H-pyran-3-yl)benzamide FC(CN1C(=NC2=C1C=CC=C2C2=CC=C(C(=O)N[C@H]1COCCC1)C=C2)C(F)(F)F)F